6-(3-(4,4-difluoro-4-(3-methoxypyridin-4-yl)butanoyl)-3,8-diazabicyclo[3.2.1]octan-8-yl)nicotinonitrile FC(CCC(=O)N1CC2CCC(C1)N2C2=NC=C(C#N)C=C2)(C2=C(C=NC=C2)OC)F